CN1C(OC2=C1C=C(C=C2)NC=2C=C1CCN(CC1=CC2)CC=2C(=C1COC(C1=CC2)=O)C)=O 3-methyl-5-((2-((4-methyl-1-oxo-1,3-dihydroisobenzofuran-5-yl)methyl)-1,2,3,4-tetrahydroisoquinolin-6-yl)amino)benzo[d]oxazol-2(3H)-one